OP(O)(=O)OP(=O)(O)O.C(C)(C)(C)C1=C(C=CC(=C1)C(C)(C)C)C(O)C(CO)(CO)CO (2,4-di-tert-butylphenyl)pentaerythritol diphosphate